BrC1=CC=C(OCC2=CC=C(C=C2)C2=NOC(=N2)C(=O)NO)C=C1 3-(4-((4-Bromophenoxy)methyl)phenyl)-N-hydroxy-1,2,4-oxadiazole-5-carboxamide